cyclopropyl-(4-(2-methyl-4-nitrophenoxy) piperidin-1-yl) ketone C1(CC1)C(=O)N1CCC(CC1)OC1=C(C=C(C=C1)[N+](=O)[O-])C